FC=1C=C(C=CC1OC1=NC=CC(=N1)C)C=1N=C(C2=C(N1)N1C(=C2[2H])CNCC1)N (3-fluoro-4-((4-methylpyrimidin-2-yl)oxy)phenyl)-6,7,8,9-tetrahydropyrazino[1',2':1,5]pyrrolo[2,3-d]pyrimidin-4-amine-5-d